ethyl 2-[1-[1-(2,6-dibenzyloxy-3-pyridyl)-3-methyl-2-oxo-benzimidazol-5-yl]pyrazol-3-yl]acetate C(C1=CC=CC=C1)OC1=NC(=CC=C1N1C(N(C2=C1C=CC(=C2)N2N=C(C=C2)CC(=O)OCC)C)=O)OCC2=CC=CC=C2